S1C(=CC=C1)[C@@]1([C@H](CCCC1)O)O (1R,2S)-1-(2-thienyl)cyclohexane-1,2-Diol